2,2-dioxo-1,2lambda6,3-oxathiazolidine-3-carboxylate O=S1(OCCN1C(=O)[O-])=O